N-(4-(3,3-difluoropyrrolidin-1-yl)-3-fluorophenyl)-5-fluoro-6-(1H-tetrazol-5-yl)benzofuran-3-carboxamide FC1(CN(CC1)C1=C(C=C(C=C1)NC(=O)C1=COC2=C1C=C(C(=C2)C2=NN=NN2)F)F)F